lauryldimethylmethacrylamidopropylammonium C(CCCCCCCCCCC)[N+](CCCNC(C(=C)C)=O)(C)C